C(CC(C)C)NCCNCCC(C)C N1,N2-di-iso-pentylethane-1,2-diamine